5-(1-amino-1-(4-cyanophenyl)-3-cyclopropylpropyl-2-fluorophenyl)-1-(3-(aminomethyl)phenyl)-3-cyano-1H-pyrazole-5-carboxamide NC(CCC1CC1)(C1=CC=C(C=C1)C#N)C=1C(=C(C=CC1)C1(C=C(NN1C1=CC(=CC=C1)CN)C#N)C(=O)N)F